4-(3-(dimethylamino)propoxy)-N-phenethyl-benzenesulfonamide CN(CCCOC1=CC=C(C=C1)S(=O)(=O)NCCC1=CC=CC=C1)C